7-isopropoxy-2-(1-methyl-2-oxabicyclo[2.1.1]hex-4-yl)-N-(1-((1R,2R)-2-methylcyclopropyl)-2-oxo-1,2-dihydropyridin-3-yl)imidazo[1,2-a]pyrimidine-6-carboxamide C(C)(C)OC1=NC=2N(C=C1C(=O)NC=1C(N(C=CC1)[C@H]1[C@@H](C1)C)=O)C=C(N2)C21COC(C2)(C1)C